1-(6-(difluoromethoxy)-[1,1'-biphenyl]-3-yl)-3,5-dimethyl-1H-pyrazole-4-carboxylic acid FC(OC1=CC=C(C=C1C1=CC=CC=C1)N1N=C(C(=C1C)C(=O)O)C)F